C(CC)N1CCN(CC1)CCC[Si](OCC)(OCC)OCC 1-propyl-4-(3-(triethoxysilyl)propyl)piperazine